N[C@@H](CCC(=O)N[C@@H](CS)C(=O)N[C@@H](CCC(=O)[O-])C(=O)[O-])C(=O)O gamma-glutamylcysteinylglutamate